C(C)(C)(C)OC(=O)NCC=CC1=C2C(=NC=3C=C4C(=CC13)OCO4)C4=CC1=C(C(N4C2)=O)COC(C1(O)CC)=O 14-(3-((tert-butoxycarbonyl)amino)-1-propen-1-yl)-7-ethyl-7-hydroxy-10,13-dihydro-11H-[1,3]dioxolano[4,5-g]pyrano[3',4':6,7]indolizino[1,2-b]quinoline-8,11(7H)-dione